FC=1C=C(C=C(C1OC1=C2C(=NC=C1)N(C=C2C2=CN=NC(=C2)C)COCC[Si](C)(C)C)F)NC(=O)NCC2(COC2)F N-(3,5-difluoro-4-{[3-(6-methylpyridazin-4-yl)-1-{[2-(trimethylsilyl)ethoxy]methyl}-1H-pyrrolo[2,3-b]pyridin-4-yl]oxy}phenyl)-N'-[(3-fluorooxetan-3-yl)methyl]urea